FC1(C(CC1)O)F 2,2-difluorocyclobutan-1-ol